FC1=CC(=C(C=C1[N+](=O)[O-])NC1=NC=C(C=N1)C(F)(F)F)OC N-(4-fluoro-2-methoxy-5-nitrophenyl)-5-(trifluoromethyl)pyrimidin-2-amine